FC1=C(CNC2=C3C(=NC(=C2)C)N(C=N3)[C@@H]3[C@@H]2[C@H]([C@@H]4[C@H]3OC(O4)(C)C)C2)C=C(C=C1)F N-(2,5-difluorobenzyl)-3-((3aR,3bR,4aS,5R,5aS)-2,2-dimethylhexahydrocyclopropa[3,4]cyclopenta[1,2-d][1,3]dioxol-5-yl)-5-methyl-3H-imidazo[4,5-b]pyridin-7-amine